(4-(8-(2-Bromophenethyl)-7-(cyclopropylmethyl)-2,6-dioxo-1-(prop-2-yn-1-yl)-1,2,6,7-tetrahydro-3H-purin-3-yl)butyl)phosphonic acid BrC1=C(CCC2=NC=3N(C(N(C(C3N2CC2CC2)=O)CC#C)=O)CCCCP(O)(O)=O)C=CC=C1